3-ethyliminopropyl acetate C(C)(=O)OCCC=NCC